BrCCCCCOC1=C(C=C(C(=C1)I)C)F 1-((5-bromopentyl)oxy)-2-fluoro-5-iodo-4-methylbenzene